O1CCN(CC1)C(=O)C1=CC(=CC=C1)C1=C2C(=NC=C1)C=C(O2)C2=CC=C(C=C2)S(=O)C(F)(F)F morpholino(3-(2-(4-((trifluoromethyl)sulfinyl)phenyl)furo[3,2-b]pyridin-7-yl)phenyl)methanone